3-[[(E)-(4-hydroxy-3-methoxy-phenyl)methyleneamino]-methyl-amino]-1,1-dioxo-1,2-benzothiazole-6-carboxylic acid OC1=C(C=C(C=C1)\C=N\N(C1=NS(C2=C1C=CC(=C2)C(=O)O)(=O)=O)C)OC